2-[[[4-(hydroxymethyl)-7-[4-(trifluoromethoxy)phenyl]-2,3-dihydrobenzofuran-5-yl]amino]methyl]prop-2-enamide OCC1=C(C=C(C2=C1CCO2)C2=CC=C(C=C2)OC(F)(F)F)NCC(C(=O)N)=C